2'-(((S)-1-Isopropylpyrrolidin-2-yl)methoxy)-4'-(piperazin-1-yl)-3,4,5',8'-tetrahydro-2H,6'H-spiro[naphthalene-1,7'-quinazolin]-7-ol C(C)(C)N1[C@@H](CCC1)COC1=NC=2CC3(CCC2C(=N1)N1CCNCC1)CCCC1=CC=C(C=C13)O